(R)-N-(1-(3-bromophenyl)cyclopropyl)-3-(2,4-difluorophenyl)-3-hydroxybutanamide BrC=1C=C(C=CC1)C1(CC1)NC(C[C@@](C)(O)C1=C(C=C(C=C1)F)F)=O